C1(CCCC1)CN1C(C(=CC2=CC=CC=C12)C)=O 1-(cyclopentylmethyl)-3-methylquinolin-2(1H)-one